CN1CCC(CC1)CN1C(C(=CC1=O)C1=CC=CC=C1)=O 1-((1-methylpiperidin-4-yl)methyl)-3-phenyl-1H-pyrrole-2,5-dione